N1(C=NC2=C1C=CC=C2)CCCOC=2C=1N(N=C(C2)C2=CC(=C3C=C(N=NC3=C2)C2CCNCC2)F)C=C(N1)C 7-{8-[3-(1H-benzimidazol-1-yl)propoxy]-2-methylimidazo[1,2-b]pyridazin-6-yl}-5-fluoro-3-(piperidin-4-yl)cinnoline